2-(((2r,3s,4r,5r)-5-(6-amino-9H-purin-9-yl)-3,4-dihydroxytetrahydrofuran-2-yl)methoxy)-4-(2,5-difluorophenyl)-1,3,2-dioxaphosphorinane 2-sulfide NC1=C2N=CN(C2=NC=N1)[C@H]1[C@@H]([C@@H]([C@H](O1)COP1(OCCC(O1)C1=C(C=CC(=C1)F)F)=S)O)O